OCCNC(=O)C=1C=NC=CC1 N-(2-hydroxyethyl)-3-pyridineformamide